CN(C1=NN(C=C1)C1=C(C#N)C=CC=N1)C 2-(3-(dimethylamino)-1H-pyrazol-1-yl)nicotinonitrile